C(C)(C)(C)OC(=O)N1CCN(CC1)C(=O)C1(CC1)C(=O)O 1-(4-(tert-butoxycarbonyl)piperazine-1-carbonyl)cyclopropane-1-carboxylic acid